1-[3-(1-hydroxyethyl)-6-[5-[(6-methylpyridazin-3-yl)amino]-6-pyrrolidin-3-yloxy-benzimidazol-1-yl]-2-pyridyl]-5-methyl-pyrazole-3-carbonitrile OC(C)C=1C(=NC(=CC1)N1C=NC2=C1C=C(C(=C2)NC=2N=NC(=CC2)C)OC2CNCC2)N2N=C(C=C2C)C#N